ClC1=CC(=CC(=N1)N1CCN(CC1)S(=O)(=O)C1=CC(=C(C=C1)C1=C(C(=O)N)C=CC=C1)OC)C(F)(F)F [4-[4-[6-chloro-4-(trifluoromethyl)-2-pyridyl]piperazin-1-yl]sulfonyl-2-methoxy-phenyl]benzamide